N1C=CC2=CC=CC(=C12)C1=CC=2NC3=CC=CC=C3C2C(=C1)/C=C/C(=O)N(C)C (e)-3-(2-(1H-indol-7-yl)-9H-carbazol-4-yl)-N,N-dimethylacrylamide